C(=CC)C1C2C=CC(C1)C2 5-Propenyl-2-Norbornen